2-((5aR,9aR)-6,7,9,9a-tetrahydro-1H-pyrano[3,4-b]pyrrolo[3',2':5,6]pyrido[3,2-e][1,4]oxazin-5(5aH)-yl)benzamide N1C=CC2=CC=3N([C@H]4[C@@H](OC3N=C21)COCC4)C4=C(C(=O)N)C=CC=C4